1-((4-Phenylbutanoyl)-L-alanyl)pyrrolidine-2-carboxamide C1(=CC=CC=C1)CCCC(=O)N[C@@H](C)C(=O)N1C(CCC1)C(=O)N